COC=1C=C(C=CC1N1CCOCC1)NC=1C=2N(C=C(N1)C1=CC=C3C(=NNC3=C1)C)C=NN2 N-(3-methoxy-4-morpholinophenyl)-6-(3-methyl-1H-indazol-6-yl)-[1,2,4]Triazolo[4,3-a]Pyrazin-8-amine